NC1=C2C(C(=O)NNC2=O)=CC=C1 3-Aminophthalhydrazid